6-(propylthio)-1-methyl-1H-pyrazolo[3,4-d]pyrimidin-4-amine hydrochloride Cl.C(CC)SC1=NC(=C2C(=N1)N(N=C2)C)N